Methyl 1-benzyl-7-(naphthalen-1-ylmethyl)-5-oxo-8-(3-(trifluoromethyl)phenyl)-6-vinyl-1,2,3,5-tetrahydroimidazo[1,2-a]pyridine-3-carboxylate C(C1=CC=CC=C1)N1CC(N2C1=C(C(=C(C2=O)C=C)CC2=CC=CC1=CC=CC=C21)C2=CC(=CC=C2)C(F)(F)F)C(=O)OC